5-(methoxycarbonyl)pyridine-3-thiolate COC(=O)C=1C=C(C=NC1)[S-]